octyl 9-((6-((4,4-bis(((Z)-oct-5-en-1-yl)oxy)butanoyl)oxy)hexyl)(2-hydroxyethyl)amino)nonanoate C(CCC\C=C/CC)OC(CCC(=O)OCCCCCCN(CCCCCCCCC(=O)OCCCCCCCC)CCO)OCCCC\C=C/CC